N-(3-chloro-2-fluoropropyl)-5-((R)-2-(5-fluoropyridin-3-yl)pyrrolidin-1-yl)pyrazolo[1,5-a]pyrimidine-3-carboxamide ClCC(CNC(=O)C=1C=NN2C1N=C(C=C2)N2[C@H](CCC2)C=2C=NC=C(C2)F)F